2,6-dibromothioxanthone BrC1=CC=2C(C3=CC=C(C=C3SC2C=C1)Br)=O